C(=O)[C@@H]1CC[C@H](CC1)NC(C1=CC=C(C=C1)C1=NC=CC2=C1C=CO2)=O N-(trans-4-formylcyclohexyl)-4-(furo[3,2-c]pyridin-4-yl)benzamide